ClCCCC1([C@@H]2C[C@@H]2CN1C(=O)OC(C)(C)C)C(=O)OC 3-(t-butyl) 2-methyl (1R,5S)-2-(3-chloropropyl)-3-azabicyclo[3.1.0]hexane-2,3-dicarboxylate